OC1C(CC[C@H](O1)[C@H](C)N(S(=O)C(C)(C)C)C)I N-[(1S)-1-[(2S)-6-Hydroxy-5-Iodo-Tetrahydropyran-2-Yl]Ethyl]-N,2-Dimethyl-Propane-2-Sulfinamide